N-(4-(aminomethyl)cyclohexyl)-4-propylaniline NCC1CCC(CC1)NC1=CC=C(C=C1)CCC